methyl 3-(sec-butyl)-4-(1-methyl-1H-pyrazole-4-carbonyl)-2-oxo-2,3,4,5-tetrahydro-1H-benzo[1,4]diazepine-5-carboxylate C(C)(CC)C1C(NC2=C(C(N1C(=O)C=1C=NN(C1)C)C(=O)OC)C=CC=C2)=O